(2E)-1-[2-(4-chloro-2-fluorophenyl)-3-(pyridin-4-yl)-6,7-dihydropyrazolo[1,5-a]pyrazin-5(4H)-yl]-4-(dimethylamino)but-2-en-1-one ClC1=CC(=C(C=C1)C1=NN2C(CN(CC2)C(\C=C\CN(C)C)=O)=C1C1=CC=NC=C1)F